FC1=C(C#N)C(=CC(=C1)C=C(C)C)N1CCNCC1 2-fluoro-4-(2-methylpropan-1-en-1-yl)-6-(piperazin-1-yl)benzonitrile